monochloropropyltriethoxysilane ClCCC[Si](OCC)(OCC)OCC